1-((1H-indol-3-yl)methyl)-7-ethoxy-6-methoxy-2-(2-(methylsulfonyl)ethyl)-1,2,3,4-tetrahydroisoquinoline N1C=C(C2=CC=CC=C12)CC1N(CCC2=CC(=C(C=C12)OCC)OC)CCS(=O)(=O)C